N-(4-(N-(3-(4-benzylpiperidin-1-yl)propyl)sulfamoyl)phenyl)-3-(dimethyl-amino)propaneamide tri(heptadecyl)phosphorothioate C(CCCCCCCCCCCCCCCC)OP(OCCCCCCCCCCCCCCCCC)(OCCCCCCCCCCCCCCCCC)=S.C(C1=CC=CC=C1)C1CCN(CC1)CCCNS(=O)(=O)C1=CC=C(C=C1)NC(CCN(C)C)=O